CN(C(CCCC)CCCCCCCCCC=CCC=CCCCCC)C N,N-dimethyltetracosan-15,18-dien-5-amine